CC1=C(C(=C(C1([Hf]C=1C(C2=CC(=C(C=C2C1)C)C)CCC)C)C)C)C pentamethylcyclopentadienyl(1-n-propyl-5,6-dimethylindenyl)hafnium